4,6-dibromo-2-([1,1'-biphenyl]-4-yl)-benzoxazole BrC1=CC(=CC2=C1N=C(O2)C2=CC=C(C=C2)C2=CC=CC=C2)Br